(S)-1-((S)-2,4-dimethylpiperazin-1-yl)propane C[C@@H]1N(CCN(C1)C)CCC